ClC1=C(C=CC=C1NC(=O)C1=CC=C(C=N1)CN(C(OC(C)(C)C)=O)C[C@H]1NC(CC1)=O)C1=C(C(=CC=C1)NC(C1=NC=C(C=C1)C=O)=O)C tert-butyl (S)-((6-((2-chloro-3'-(5-formylpicolinamido)-2'-methyl-[1,1'-biphenyl]-3-yl)carbamoyl)pyridin-3-yl)methyl)((5-oxopyrrolidin-2-yl)methyl)carbamate